5-(chloromethyl)-2-fluoropyridine ClCC=1C=CC(=NC1)F